O-(3-fluorophenyl)-D-serine FC=1C=C(C=CC1)OC[C@@H](N)C(=O)O